2-methoxy-5H-pyrrolo[3,2-d]pyrimidine COC=1N=CC2=C(N1)C=CN2